ClC1=C(C=CC=C1C1=NC=CC(=C1Cl)NC1=NC=CC(=C1F)CNCCO)C1=CC=C(C(=N1)OC)CNC[C@H]1CCC(N1)=O (R)-5-((((6-(2-chloro-3-(3-chloro-4-((3-fluoro-4-(((2-hydroxyethyl)amino)methyl)pyridin-2-yl)amino)pyridin-2-yl)phenyl)-2-methoxypyridin-3-yl)methyl)amino)methyl)pyrrolidin-2-one